tert-butyl N-[(1S)-1-cyclopropyl-2-hydroxy-ethyl]carbamate C1(CC1)[C@@H](CO)NC(OC(C)(C)C)=O